((3-(hydroxymethyl)-1H-pyrazol-1-yl)methyl)piperidine-1-carboxylic acid tert-butyl ester C(C)(C)(C)OC(=O)N1C(CCCC1)CN1N=C(C=C1)CO